mono-butyl ether acetate C(C)(=O)O.C(CCC)OCCCC